(E)-4-p-bromophenyl-3-buten-1-ol BrC1=CC=C(C=C1)/C=C/CCO